N-(3-(2-aminoquinazolin-6-yl)-2,4-difluorophenyl)-5-fluoro-2-methylbenzenesulfonamide NC1=NC2=CC=C(C=C2C=N1)C=1C(=C(C=CC1F)NS(=O)(=O)C1=C(C=CC(=C1)F)C)F